2-chloro-4-(2,2-difluoroethoxy)pyridine-3-carbonitrile ClC1=NC=CC(=C1C#N)OCC(F)F